3-ethynyl-6-(1-methyl-1H-pyrazol-4-yl)pyrazolo[1,5-a]pyridine C(#C)C=1C=NN2C1C=CC(=C2)C=2C=NN(C2)C